CCCCCCCCCCCCCCCCCC(=O)OC[C@@H]1[C@H]([C@@H]([C@H]([C@H](O1)OC(=O)CCCCCCCCCCCCCCCCC)OC(=O)CCCCCCCCCCCCCCCCC)OC(=O)CCCCCCCCCCCCCCCCC)O[C@@H]2[C@@H]([C@H]([C@@H]([C@H](O2)CO)O)OC(=O)CCCCCCCCCCCCCCCCC)OC(=O)CCCCCCCCCCCCCCCCC maltose hexastearate